[Si](C)(C)(C(C)(C)C)NS(=O)(=O)C=1SC(=CN1)C(C)(C)O N-(tert-butyldimethylsilyl)-5-(2-hydroxypropan-2-yl)thiazole-2-sulfonamide